7-(4-chlorobenzyl)-3-ethyl-1-(3-hydroxypropyl)-8-(o-tolyloxy)-1H-purine-2,6(3H,7H)-dione ClC1=CC=C(CN2C(=NC=3N(C(N(C(C23)=O)CCCO)=O)CC)OC2=C(C=CC=C2)C)C=C1